(±)-6-{((trans)-4-(4-methoxyphenyl)-9-azabicyclo[4.2.1]nonan-3-yl)methoxy}-2,3-dihydro-1H-isoindol-1-one COC1=CC=C(C=C1)C1C(CC2CCC(C1)N2)COC2=CC=C1CNC(C1=C2)=O